[N+](=O)([O-])C1=C(C=CC=C1)B1OCCO1 2-nitrophenyl-1,3,2-dioxaborolane